4,5-dihydroxy-2,6-dioxohexanoic acid OC(CC(C(=O)O)=O)C(C=O)O